(2-amino-4-(trifluoromethyl)phenyl)-3-methylpiperidin-3-ol NC1=C(C=CC(=C1)C(F)(F)F)N1CC(CCC1)(O)C